3-(4-chlorobenzyl)-4-ethylthio-2,6-dioxo-3,6-dihydro-1,3,5-triazine ClC1=CC=C(CN2C(NC(N=C2SCC)=O)=O)C=C1